ClCCCC[Si](OCC)(OCC)OCC (4-Chlorobutyl)triethoxysilan